(3R)-3-amino-5-[(4-chlorophenyl)methyl]-7-[5-(1,3-dimethylazetidin-3-yl)-1,3,4-oxa-diazol-2-yl]-8-fluoro-1,1-dioxo-2,3-dihydro-1λ6,5-benzothiazepin-4-one N[C@H]1CS(C2=C(N(C1=O)CC1=CC=C(C=C1)Cl)C=C(C(=C2)F)C=2OC(=NN2)C2(CN(C2)C)C)(=O)=O